methyl 3-[(2-phenylimidazo[1,2-a]pyrazin-3-yl)amino]benzoate C1(=CC=CC=C1)C=1N=C2N(C=CN=C2)C1NC=1C=C(C(=O)OC)C=CC1